COC(=O)N1CC(C1)C1=NN=C(N1CC1=CC=C(C=C1)OC)C1=CC(=C(C(=C1)[N+](=O)[O-])C)F 3-(5-(3-fluoro-4-methyl-5-nitrophenyl)-4-(4-methoxybenzyl)-4H-1,2,4-triazol-3-yl)azetidine-1-carboxylic acid methyl ester